3-amino-N-[4-(2-isopropylphenyl)-6-[4-(1-methyl-4-piperidyl)-3-(trifluoromethyl)phenoxy]pyrimidin-2-yl]benzenesulfonamide NC=1C=C(C=CC1)S(=O)(=O)NC1=NC(=CC(=N1)C1=C(C=CC=C1)C(C)C)OC1=CC(=C(C=C1)C1CCN(CC1)C)C(F)(F)F